5-Aza-Uridin [C@@H]1([C@H](O)[C@H](O)[C@@H](CO)O1)N1C(=O)NC(=O)N=C1